FC(C(=O)N1[C@@H](CC[C@@H](C1)O)C(=O)OC)(F)F methyl (2S,5S)-1-(trifluoroacetyl)-5-hydroxypiperidine-2-carboxylate